4-[6-(6-benzyl-3,6-diazabicyclo[3.1.1]heptan-3-yl)-3-pyridyl]-6-[1-(4-piperidyl)pyrazol-4-yl]pyrazolo[1,5-a]pyrazine-3-carbonitrile C(C1=CC=CC=C1)N1C2CN(CC1C2)C2=CC=C(C=N2)C=2C=1N(C=C(N2)C=2C=NN(C2)C2CCNCC2)N=CC1C#N